[Os+2].FC(C1=NN(C(=N1)C1=NC=CC=C1)C=1C(=C(C=CC1)P(C)C)N1N=C(N=C1C1=NC=CC=C1)C(F)(F)F)(F)F bis(3-trifluoromethyl-5-(2-pyridinyl)-1,2,4-triazolyl)dimethylphenylphosphine osmium (II)